O[C@@H]1[C@@H](CCC1)NCC1=CC(=C2CNC(C2=C1)=O)C(F)(F)F 6-({[(1R,2S)-2-hydroxycyclopentyl]amino}methyl)-4-(trifluoromethyl)-3H-isoindol-1-one